N-(cyclopropylmethyl)-9-methoxy-8-[3-(pyrrolidin-1-yl)propoxy]-1H,2H,3H,4H,5H-azepino[3,2-b]quinolin-11-amine C1(CC1)CNC1=C2C(=NC=3C=C(C(=CC13)OC)OCCCN1CCCC1)CCCCN2